ONC(CCCCCOC1=CC(=CC=C1)N(C1=NC(=NC2=CC=CC=C12)C)C)=O N-hydroxy-6-(3-(methyl-(2-methyl-4-quinazolinyl)amino)phenoxy)hexanamide